Cl.C(C)(=O)O[C@@H](COC1=CC=CC2=C1B(O[C@@H]2CN)O)COC(C)=O (2S)-3-Acetoxy-1-{[(3S)-3-(aminomethyl)-1-hydroxy-1,3-dihydrobenzo[2,1-c][1,2]oxaborol-7-yl]oxy}propan-2-yl acetate hydrochloride